The molecule is a hydrate that is the hemihydrate form of bumadizone calcium. Used for treatment of rheumatoid arthritis. It has a role as an antipyretic and a non-steroidal anti-inflammatory drug. It contains a bumadizone calcium. CCCCC(C(=O)N(C1=CC=CC=C1)NC2=CC=CC=C2)C(=O)[O-].CCCCC(C(=O)N(C1=CC=CC=C1)NC2=CC=CC=C2)C(=O)[O-].CCCCC(C(=O)N(C1=CC=CC=C1)NC2=CC=CC=C2)C(=O)[O-].CCCCC(C(=O)N(C1=CC=CC=C1)NC2=CC=CC=C2)C(=O)[O-].O.[Ca+2].[Ca+2]